C1(CC1)S(=O)(=O)N1CCN(CC1)C1=CC2=C(C=C(S2)C(=O)NC(CC2=CNC3=CC=CC=C23)CCCC)C=C1 6-[4-(Cyclopropanesulfonyl)piperazin-1-yl]-N-[1-(1H-indol-3-yl)hexane-2-yl]-1-benzothiophene-2-carboxamide